3-hydroxystearic acid OC(CC(=O)O)CCCCCCCCCCCCCCC